5-(3-(2-methoxypyridin-3-yl)pyrazolo[1,5-a]pyrimidin-5-yl)-2-((3-methyloxetan-3-yl)methyl)-4,5,6,7-tetrahydro-2H-pyrazolo[4,3-c]pyridine COC1=NC=CC=C1C=1C=NN2C1N=C(C=C2)N2CC=1C(CC2)=NN(C1)CC1(COC1)C